C(C1=CC=CC=C1)NC(=O)C=1C=CC(=C2C1N=C(O2)N2CC1NC(C2)C1)C=1SC=CN1 N-benzyl-2-(3,6-diazabicyclo[3.1.1]heptan-3-yl)-7-(thiazol-2-yl)benzo[d]oxazole-4-carboxamide